(S)-6-ethoxy-4-(6-(7-methyl-2,7-diazaspiro[4.5]dec-2-yl)pyridin-3-yl)pyrazolo[1,5-a]pyridine-3-carbonitrile C(C)OC=1C=C(C=2N(C1)N=CC2C#N)C=2C=NC(=CC2)N2C[C@@]1(CC2)CN(CCC1)C